C1(CC1)N1C(=NC2=C(C=C(C=C2C1=O)F)[C@@H](C)N[S@](=O)C(C)(C)C)C1COCCC1 (R)-N-((1R)-1-(3-cyclopropyl-6-fluoro-4-oxo-2-(tetrahydro-2H-pyran-3-yl)-3,4-dihydroquinazolin-8-yl)ethyl)-2-methylpropane-2-sulfinamide